The molecule is a triterpene that is an isomer of lanostane obtained by migration of the methyl group from 10 to the 9beta position. C[C@H](CCCC(C)C)[C@H]1CC[C@@]2([C@@]1(CC[C@@]3([C@H]2CCC4[C@H]3CCCC4(C)C)C)C)C